OC1C2CC3(CC1CC(C2)C3)NCCC(=O)C32C(NC(CC3)C2)C#N [3-[(10-hydroxy-1-adamantyl)amino]propionyl]-3-azabicyclo[2.2.1]heptane-2-carbonitrile